N-(n-butyl)aminopropyltrimethoxysilane C(CCC)NCCC[Si](OC)(OC)OC